O1N=C(CC12CCCCC2)C[C@@H]2[C@@H]([C@H]([C@H]([C@H](O2)CO)O)N2N=NC(=C2)C2=C(C(=C(C=C2)C)F)F)OC (2R,3R,4S,5R,6R)-6-((1-oxa-2-azaspiro[4.5]dec-2-en-3-yl)methyl)-4-(4-(2,3-difluoro-4-methylphenyl)-1H-1,2,3-triazol-1-yl)-2-(hydroxymethyl)-5-methoxytetrahydro-2H-pyran-3-ol